(4-(4-chlorobenzyl)piperazine-1-carbonyl)-1H-pyrazole-3-carboxylic acid ClC1=CC=C(CN2CCN(CC2)C(=O)N2N=C(C=C2)C(=O)O)C=C1